Cl.C(C)N1CC(C1)C1=CC=C(N=N1)C1=C(C=C(C=C1)C1=CC=2C(C(=N1)O)=NN(C2)C)O 5-(4-(6-(1-ethylazetidin-3-yl)pyridazin-3-yl)-3-hydroxyphenyl)-2-methyl-2H-pyrazolo[3,4-c]pyridin-7-ol hydrochloride